(3,5-dichloro-4-((3-cyclopropyl-2-oxo-2,3-dihydro-1H-benzo[d]imidazol-5-yl)oxy)phenyl)-3,5-dioxo-2,3,4,5-tetrahydro-1,2,4-triazine-6-carbonitrile ClC=1C=C(C=C(C1OC1=CC2=C(NC(N2C2CC2)=O)C=C1)Cl)N1N=C(C(NC1=O)=O)C#N